(1S,3R)-2-(2-Fluoro-2-methylpropyl)-3-methyl-1-(5-(3-(3-methylazetidin-1-yl)propyl)thiophen-2-yl)-2,3,4,9-tetrahydro-1H-pyrido[3,4-b]indole FC(CN1[C@@H](C=2NC3=CC=CC=C3C2C[C@H]1C)C=1SC(=CC1)CCCN1CC(C1)C)(C)C